6-methyl-7-[(3R)-1-methyl-3-piperidyl]-5,6-dihydropyrrolo[2,3-c]pyridazin CC1CC2=C(N=NC=C2)N1[C@H]1CN(CCC1)C